4-fluoro-N-[[(2R,5S)-3-oxo-2-(4-phenoxyphenyl)-1,4-thiazepan-5-yl]methyl]benzenesulfonamide FC1=CC=C(C=C1)S(=O)(=O)NC[C@H]1NC([C@H](SCC1)C1=CC=C(C=C1)OC1=CC=CC=C1)=O